4,5-difluoromethyl-8-iodo-2-methylsulfanyl-pyrido[4,3-d]pyrimidine FCC=1C2=C(N=C(N1)SC)C(=CN=C2CF)I